(2S)-2-[(2-{1-[(3-chlorophenyl)amino]ethyl}-1,3-thiazol-5-yl)formamido]-3-cyclopentyl-N-(2,6-dimethylpyridin-4-yl)propanamide ClC=1C=C(C=CC1)NC(C)C=1SC(=CN1)C(=O)N[C@H](C(=O)NC1=CC(=NC(=C1)C)C)CC1CCCC1